C(C)S(=O)(=O)C=1C=C2C(=NC1C=1OC3=C(N1)C=C(C=C3)SC(F)(F)F)N(C(N2C)=O)C 6-Ethylsulfonyl-1,3-dimethyl-5-[5-(trifluoromethylsulfanyl)-1,3-benzoxazol-2-yl]imidazo[4,5-b]pyridin-2-on